7-((1r,4r)-4-(6-fluoro-1-methyl-1H-indazol-7-yl)cyclohexyl)-3-methylpyrido[2,3-b]pyrazin-6(5H)-one FC1=CC=C2C=NN(C2=C1C1CCC(CC1)C1=CC=2C(=NC(=CN2)C)NC1=O)C